(R)-5-((1H-1,2,4-triazol-1-yl)methyl)-3-(4-((1R,5S)-3-thia-8-azabicyclo[3.2.1]oct-8-yl)-3-fluorophenyl)oxazolidin-2-one tert-butyl-7-bromo-6-fluoro-1H-indole-1-carboxylate C(C)(C)(C)OC(=O)N1C=CC2=CC=C(C(=C12)Br)F.N1(N=CN=C1)C[C@H]1CN(C(O1)=O)C1=CC(=C(C=C1)N1[C@H]2CSC[C@@H]1CC2)F